C(CCCCC)[N+](CCCCCCCCCCCCCC)(CCCCCC)CCCCCC tri-n-hexyltetradecyl-ammonium